tert-butyl-((4-fluoro-3-(methoxymethoxy)naphthalen-1-yl)oxy)dimethylsilane C(C)(C)(C)[Si](C)(C)OC1=CC(=C(C2=CC=CC=C12)F)OCOC